C(C)(=O)C=1C(=NC(=CC1)N1C=NC2=C1C=C(C(=C2)F)N[C@H]2CNC[C@H]2F)N2N=C(C=C2C)C#N 1-[3-acetyl-6-[5-fluoro-6-[[(3S,4R)-4-fluoropyrrolidin-3-yl]amino]benzimidazol-1-yl]-2-pyridyl]-5-methyl-pyrazole-3-carbonitrile